benzyl ((S)-(4,4-difluorocyclohexyl)(2-(((3R,5S)-2-oxo-5-(trifluoromethyl)piperidin-3-yl)methyl)imidazo[1,2-b][1,2,4]triazin-6-yl)methyl)carbamate FC1(CCC(CC1)[C@@H](C=1N=C2N(N=C(C=N2)C[C@@H]2C(NC[C@H](C2)C(F)(F)F)=O)C1)NC(OCC1=CC=CC=C1)=O)F